[C@H]12CN(C[C@H](CC1)S2)C=2C1=C(N=C(N2)OC[C@]23CCCN3C[C@@H](C2)F)C(=C(N=C1)C1=CC(=CC2=CC=C(C(=C12)F)F)O)F 4-(4-((1R,5S)-8-thia-3-azabicyclo[3.2.1]octan-3-yl)-8-fluoro-2-(((2R,7aS)-2-fluorotetrahydro-1H-pyrrolizin-7a(5H)-yl)methoxy)pyrido[4,3-d]pyrimidin-7-yl)-5,6-difluoronaphthalen-2-ol